C(C)(C)(C)OC(=O)N1CC2NCC(C2C1)(F)F.NC1=C2C(=NC=N1)N(N=C2C2=CC=C(C=C2)OC2=CC=CC=C2)[C@H]2CN(CCC2)C(C=C)=O 1-[(3R)-3-[4-Amino-3-(4-phenoxyphenyl)-1H-pyrazolo[3,4-d]pyrimidin-1-yl]piperidin-1-yl]prop-2-en-1-one tert-butyl-3,3-difluorohexahydropyrrolo[3,4-b]pyrrole-5(1H)-carboxylate